C1(=CC=CC=C1)[C@H](C)N[C@@H]1[C@H](C2CCC1CC2)C(=O)OCC ethyl (2S,3S)-3-((S)-1-phenylethylamino)-bicyclo[2.2.2]octane-2-carboxylate